CCCCCCCCCCCCCCCCCCCCCCCCCCCCCCCCCCCCCCCCCCCCCCCCCCCCCCCCCCCCCCCCCCCCCCCCCCCCCCCCCCCCCCCCCCCCCCCCCCCCCCCCCCCCCC Decahectane